5-(4-benzyl-1-((1-propyl-1H-pyrazol-4-yl)sulfonyl)piperidin-4-yl)-1-(4-fluorophenyl)-1H-indazole C(C1=CC=CC=C1)C1(CCN(CC1)S(=O)(=O)C=1C=NN(C1)CCC)C=1C=C2C=NN(C2=CC1)C1=CC=C(C=C1)F